C1(CC2C(CC1)O2)CC[Si](OC)(OC)C {2-(3,4-epoxycyclohexyl)ethyl}methyldimethoxysilane